S1SSSC1 tetrathiolane